FC=1C=C2C(=NNC2=CC1F)C=1C=C2C(NC(C2=CC1)=O)(C)C 5-(5,6-difluoro-1H-indazol-3-yl)-3,3-dimethyl-2H-isoindol-1-one